7-(6-((S)-3-(fluoromethyl)piperidine-1-carbonyl)-1,1a,2,7b-tetrahydro-3H-cyclopropa[c][1,8]naphthyridin-3-yl)-2-methyl-[1,2,4]triazolo[4,3-a]pyridin-3(2H)-one FC[C@@H]1CN(CCC1)C(=O)C1=CC=2C3C(CN(C2N=C1)C1=CC=2N(C=C1)C(N(N2)C)=O)C3